C(C)N1N=NC2=C1C=C(C=C2)C2=CNC=1N=C(N=CC12)NCC1CCN(CC1)C 5-(1-ethyl-1H-benzo[d][1,2,3]triazol-6-yl)-N-((1-methylpiperidin-4-yl)methyl)-7H-pyrrolo[2,3-d]pyrimidin-2-amine